Ethyl 2,4,6-Trimethylbenzoate CC1=C(C(=O)OCC)C(=CC(=C1)C)C